(3-((2-(4-chlorophenyl)-2-oxoethyl)amino)bicyclo[1.1.1]pent-1-yl)carbamic acid tert-butyl ester C(C)(C)(C)OC(NC12CC(C1)(C2)NCC(=O)C2=CC=C(C=C2)Cl)=O